O=C1NC(CCC1N1C(C2=CC=CC(=C2C1=O)SC)=O)=O 2-(2,6-dioxopiperidin-3-yl)-4-(methylthio)isoindoline-1,3-dione